2-(tetrahydrofuran-3-yl)-3-(trifluoromethyl)pyridine-2,5-diamine O1CC(CC1)C1(NC=C(C=C1C(F)(F)F)N)N